1-((4'-fluoro-[1,1'-biphenyl]-4-yl)sulfonyl)-5-(2-fluorophenyl)-1H-pyrrole FC1=CC=C(C=C1)C1=CC=C(C=C1)S(=O)(=O)N1C=CC=C1C1=C(C=CC=C1)F